5-azoniaspiro[4.5]decan-3-ol C1CC(C[N+]12CCCCC2)O